CC1=C(CNNC(=O)NC2=CC=CC=C2)C=CC(=N1)C=1C=NC2=CC=CC=C2C1 2-(2-methyl-6-(quinoline-3-yl)nicotinyl)-N-phenylhydrazine-1-carboxamide